methyl 6-[(1S,4S,5R)-5-[[4-cyclopropyl-1-(2,6-dichlorophenyl)-1H-pyrazol-5-yl]methoxy]-2-azabicyclo[2.2.1]heptan-2-yl]pyridine-3-carboxylate C1(CC1)C=1C=NN(C1CO[C@H]1[C@@H]2CN([C@H](C1)C2)C2=CC=C(C=N2)C(=O)OC)C2=C(C=CC=C2Cl)Cl